(S)-3-[(4R)-4-[(R)-(2,3-dichloro-6-hydroxyphenyl)(hydroxy)methyl]Azepane-1-carbonyl]Pyrrolidine-1-carboxylic acid tert-butyl ester C(C)(C)(C)OC(=O)N1C[C@H](CC1)C(=O)N1CC[C@@H](CCC1)[C@@H](O)C1=C(C(=CC=C1O)Cl)Cl